tert-butyl N-[2-[(5-bromo-2-methyl-phenyl)sulfonylamino]-3-methyl-phenyl]carbamate BrC=1C=CC(=C(C1)S(=O)(=O)NC1=C(C=CC=C1C)NC(OC(C)(C)C)=O)C